rac-(3aR,5R,7S,7aR)-5-(2,3-dimethylphenyl)-1,3,3,5,7-pentamethyl-octahydrobenzo[c]isoxazole CC1=C(C=CC=C1C)[C@]1(C[C@@H]2[C@H](N(OC2(C)C)C)[C@H](C1)C)C |r|